C1(CC1)C[C@H](CC(=O)NC[C@H](CC1=CC(=C(C(=O)N)C=C1)F)N(C)C)C=1C=NC=NC1 4-((S)-3-((R)-4-cyclopropyl-3-(pyrimidin-5-yl)butanamido)-2-(dimethylamino)propyl)-2-fluorobenzamide